Gadolinium 2,2',2''-(10-{2-[(carboxymethyl)(ethyl)amino]-2-oxoethyl}-1,4,7,10-tetra-azacyclododecane-1,4,7-triyl)triacetate C(=O)(O)CN(C(CN1CCN(CCN(CCN(CC1)CC(=O)[O-])CC(=O)[O-])CC(=O)[O-])=O)CC.[Gd+3]